(R)-5-(2-(dimethylamino)ethoxy)-2-methyl-N-(1-(2-(5-(4-methylpiperazin-1-yl)thiophen-2-yl)quinolin-4-yl)ethyl)benzamide CN(CCOC=1C=CC(=C(C(=O)N[C@H](C)C2=CC(=NC3=CC=CC=C23)C=2SC(=CC2)N2CCN(CC2)C)C1)C)C